2-AMINOHEX-5-ENOIC ACID NC(C(=O)O)CCC=C